O=C1C=C(OC2=C1C=CC=C2)CCO oxo-4H-1-benzopyran-2-ethanol